5-((1S,5R)-1-(5-(1-methylazetidin-3-yl)-1,3,4-oxadiazol-2-yl)-5-(trifluoromethyl)-3-azabicyclo[3.1.0]hexan-3-yl)quinoline-8-carbonitrile CN1CC(C1)C1=NN=C(O1)[C@@]12CN(C[C@]2(C1)C(F)(F)F)C1=C2C=CC=NC2=C(C=C1)C#N